C(C)C=1C=2C(N=C(C1)C1=CC(=C3C=C(N=NC3=C1)C1CCNCC1)F)=CN(N2)C 7-(7-ethyl-2-methyl-2H-pyrazolo[4,3-b]pyridin-5-yl)-5-fluoro-3-(piperidin-4-yl)cinnoline